OC=1C=C(C=CC1O)[C@H]1OC2=C(C([C@@H]1O)=O)C(=CC(=C2)O)O (2r,3r)-2-(3,4-dihydroxyphenyl)-3,5,7-trihydroxy-2,3-dihydro-4H-1-benzopyran-4-one